C(C1=C(C(=CC(=C1)C(CC(C)(C)C)(C)C)N1N=C2C(=N1)C=CC=C2)O)C2=C(C(=CC(=C2)C(CC(C)(C)C)(C)C)N2N=C1C(=N2)C=CC=C1)O 2,2'-Methylenebis[6-(2H-Benzotriazol-2-yl)-4-(1,1,3,3-Tetramethyl-Butyl)Phenol]